NC1=C(C=C(C=N1)NC(C(=O)N1[C@@H](CC[C@H](C1)C)C1=CC=C2C(=N1)C=NN2)=O)C N-(6-amino-5-methyl-3-pyridyl)-2-[(2S,5R)-5-methyl-2-(1H-pyrazolo[4,3-b]pyridin-5-yl)-1-piperidyl]-2-oxo-acetamide